C(C(=O)O)(=O)O.[Fe] iron compound with oxalic acid